FC=1C=C(C(=O)N)C(=C(C1)F)F 3,5,6-trifluorobenzamide